2-((4-chlorobenzyl)sulfinyl)-6-fluorobenzo[d]oxazole ClC1=CC=C(CS(=O)C=2OC3=C(N2)C=CC(=C3)F)C=C1